FC1=C(C=CC(=C1C)F)B(O)O (2,4-difluoro-3-methyl-phenyl)boronic acid